6-vinylpyridin-3-formaldehyde C(=C)C1=CC=C(C=N1)C=O